N[C@@H](CCCCN)C(=O)N[C@@H](CSSC[C@@H](C(=O)O)NC([C@@H](N)CCCCN)=O)C(=O)O N,N'-di-L-lysyl-L-cystine